benzyl (3S,4R)-4-(2,2-difluoroethoxy)-3-(tritylamino)piperidine-1-carboxylate FC(CO[C@H]1[C@H](CN(CC1)C(=O)OCC1=CC=CC=C1)NC(C1=CC=CC=C1)(C1=CC=CC=C1)C1=CC=CC=C1)F